1-Methyl-5-phenyl-4-(4,4,5,5-tetramethyl-1,3,2-dioxaborolan-2-yl)-1H-pyrazole CN1N=CC(=C1C1=CC=CC=C1)B1OC(C(O1)(C)C)(C)C